ethyl 2-(bromomethyl)-4-cyanobenzoate BrCC1=C(C(=O)OCC)C=CC(=C1)C#N